FC=1C=C(C=C(C1)F)C=1C=C2C=NN(C2=C(C1)C(=O)N[C@@H](C)C1=CC=C(C(=O)O)C=C1)CC1=CC=C(C=C1)C1=CC=C(C=C1)F (S)-4-(1-(5-(3,5-difluorophenyl)-1-((4'-fluoro-[1,1'-biphenyl]-4-yl)methyl)-1H-indazole-7-carboxamido)ethyl)benzoic acid